N\C(\C)=N\C(=NS(=O)(=O)C1=CC=C(C=C1)C(F)(F)F)N1N=C(C(C1)C1=CC=CC=C1)C1=CC=C(C=C1)Cl racemic-(1E,NE)-N-(1-aminoethylidene)-3-(4-chlorophenyl)-4-phenyl-N'-((4-(trifluoromethyl)phenyl)sulfonyl)-4,5-dihydro-1H-pyrazole-1-carboximidamide